C1=CC=CC=2C3=CC=CC=C3C(C12)COC(=O)N[C@@H](C(=O)O)CCCCN(C(=O)OCC=C)C (2R)-2-({[(9H-fluoren-9-yl)methoxy]carbonyl}amino)-6-{methyl[(prop-2-en-1-yloxy)carbonyl]amino}hexanoic acid